CCCCCCCC/C=C\CCCCCCCC(=O)OC[C@H](COP(=O)(O)OC[C@@H](C(=O)O)N)OC(=O)CCCCCCCCC/C=C\C/C=C\CCCCC 1-(9Z-octadecenoyl)-2-(11Z,14Z-eicosadienoyl)-glycero-3-phosphoserine